ClC1=C(C=C(C(=C1)C)C#N)B(O)O (2-chloro-5-cyano-4-methyl-phenyl)boronic acid